ClC1=C(C(C=2C=CC=NC2C1=O)=O)NC1=C(C=C(C=C1)N1CCOCC1)C(F)(F)F 7-Chloro-6-((4-morpholino-2-(trifluoromethyl)phenyl)amino)chinolin-5,8-dion